C(C)(=O)O[C@H]1[C@@H](OC2=CC(=CC=C2)Cl)O[C@@H]([C@@H]([C@@H]1N=[N+]=[N-])OC(C)=O)COC(C)=O 3-Chlorophenyl 2,4,6-tri-O-acetyl-3-azido-3-deoxy-α-D-galactopyranoside